2-((6-(5-((((R)-1-cyclopentylethoxy)carbonyl)amino)-1-methyl-1H-1,2,3-triazol-4-yl)-2-methylpyridin-3-yl)carbamoyl)cyclohexane-1-carboxylic acid C1(CCCC1)[C@@H](C)OC(=O)NC1=C(N=NN1C)C1=CC=C(C(=N1)C)NC(=O)C1C(CCCC1)C(=O)O